(R)-6-(3-cyano-4-(3-methoxypyrrolidin-1-yl)phenyl)-1-(2-(3-methoxyazetidin-1-yl)benzo[d]oxazol-6-yl)-4-oxo-1,4-dihydropyridine-3-carboxylic acid C(#N)C=1C=C(C=CC1N1C[C@@H](CC1)OC)C1=CC(C(=CN1C1=CC2=C(N=C(O2)N2CC(C2)OC)C=C1)C(=O)O)=O